1-(2-(pyrrolidin-1-yl)ethyl)naphthalen-2-ol N1(CCCC1)CCC1=C(C=CC2=CC=CC=C12)O